NC1=NC=2C=CC(=CC2C2=C1COC2)C(=O)N2[C@H](COC[C@@H]2C2=NC=C(C=C2)C(F)(F)F)C |&1:21| (4-amino-1,3-dihydrofuro[3,4-c]quinolin-8-yl)-[(3S,SR)-3-methyl-5-[5-(trifluoromethyl)-2-pyridyl]morpholin-4-yl]methanone